ClC=1C(=C2C(=NC1C)NC(=C2)C(=O)N[C@@H]2[C@H]([C@H]1C([C@@H](C2)C1)(C)C)C)F 5-chloro-4-fluoro-6-methyl-N-[(1S,2S,3S,5R)-2,6,6-trimethylnorpinan-3-yl]-1H-pyrrolo[2,3-b]pyridine-2-carboxamide